CSC(C(=O)N1C(CCCCC1)C=1NC(=CN1)C1=CC=C(C=C1)C)C 2-(methylthio)-1-(2-(5-(p-tolyl)-1H-imidazol-2-yl)azepan-1-yl)propan-1-one